C1(=CC=CC=C1)C=1C(=CC(=CC1)C1=NC(=NC(=N1)C1=CC(=CC(=C1)C1=CC2=C(OC3=C2C=CC=C3)C=C1)Cl)C1=CC=CC=C1)C1=CC=CC=C1 2-([1,1':2',1''-terphenyl]-4'-yl)-4-(3-chloro-5-(dibenzo[b,d]furan-2-yl)phenyl)-6-phenyl-1,3,5-triazine